FC=1C(=C(C=CC1)NC=1C(=NN2C1C(NCC2)=O)C2=C(C=NC=C2)NC(C(C)C)=O)OC N-(4-[3-[(3-fluoro-2-methoxyphenyl)amino]-4-oxo-5H,6H,7H-pyrazolo[1,5-a]pyrazin-2-yl]pyridin-3-yl)-2-methylpropanamide